4-fluoro-6-(6-(difluoromethoxy)-1H-pyrrolo[2,3-b]pyridin-3-yl)-2-methyl-1-(1-methylpiperidin-4-yl)-1H-benzo[d]imidazole FC1=CC(=CC=2N(C(=NC21)C)C2CCN(CC2)C)C2=CNC1=NC(=CC=C12)OC(F)F